methyl (S)-2-((S)-2-(3-(3-chlorobenzyl)-3-methylureido)-3-cyclohexylpropanamido)-5-(2,3-dihydrobenzo[f][1,4]oxazepin-4(5H)-yl)-5-oxopentanoate ClC=1C=C(CN(C(N[C@H](C(=O)N[C@H](C(=O)OC)CCC(=O)N2CCOC3=C(C2)C=CC=C3)CC3CCCCC3)=O)C)C=CC1